3-[3-(2,6-dioxo-3-piperidyl)benzoyl]-3-azaspiro[5.5]undecane-9-carbaldehyde O=C1NC(CCC1C=1C=C(C(=O)N2CCC3(CC2)CCC(CC3)C=O)C=CC1)=O